5-{2-[2-(7-ethylquinoline-8-sulfonamido)phenyl]ethynyl}-3-(methylamino)pyridine-2-carboxylic acid C(C)C1=CC=C2C=CC=NC2=C1S(=O)(=O)NC1=C(C=CC=C1)C#CC=1C=C(C(=NC1)C(=O)O)NC